(3aR,5R,6aS)-N-{(1R,6S)-2,2-difluoro-6-[4-(propan-2-yl)piperazin-1-yl]cyclohexyl}-5-(pyridine-3-yl)hexahydrocyclopenta[c]pyrrole-2(1H)-carboxamide FC1([C@@H]([C@H](CCC1)N1CCN(CC1)C(C)C)NC(=O)N1C[C@@H]2[C@H](C1)CC(C2)C=2C=NC=CC2)F